2-hydroxy-4'-(2-hydroxyeth-oxy)-2-methylpropiophenone OC(C(=O)C1=CC=C(C=C1)OCCO)(C)C